5-((2,3-dichlorophenyl)thio)-N2-(piperidin-4-ylmethyl)pyrazine-2,6-diamine ClC1=C(C=CC=C1Cl)SC=1N=CC(=NC1N)NCC1CCNCC1